5,5'-(Butane-1,4-diyl)bis(N-((4-(3,3-difluorocyclobutyloxy)pyridin-2-yl)methyl)-1,3,4-thiadiazole-2-carboxamide) C(CCCC1=NN=C(S1)C(=O)NCC1=NC=CC(=C1)OC1CC(C1)(F)F)C1=NN=C(S1)C(=O)NCC1=NC=CC(=C1)OC1CC(C1)(F)F